6-(6-chloro-4-{2,5-diazabicyclo[2.2.2]octan-2-yl}-8-fluoro-2-{[(2S)-1-methylpyrrolidin-2-yl]methoxy}quinazolin-7-yl)-4-methyl-5-(trifluoromethyl)pyridin-2-amine ClC=1C=C2C(=NC(=NC2=C(C1C1=C(C(=CC(=N1)N)C)C(F)(F)F)F)OC[C@H]1N(CCC1)C)N1C2CNC(C1)CC2